ClC1=NC=C2C(=CC=NC2=C1)OC1=C(C=C(C=C1)N(C(=O)C1(CC1)C(=O)N)C1=CC=C(C=C1)F)F N-(4-((7-Chloro-1,6-naphthyridin-4-yl)oxy)-3-fluorophenyl)-N-(4-fluorophenyl)cyclopropane-1,1-Diformamide